3-Nitro-4-(((tetrahydro-2H-pyran-2-yl)methyl)amino)benzenesulfonamide [N+](=O)([O-])C=1C=C(C=CC1NCC1OCCCC1)S(=O)(=O)N